ON1C(NC2=CC(=CC=C2C1=O)S(=O)(=O)C1=CC=CC=C1)=O 3-hydroxy-7-(phenylsulfonyl)quinazoline-2,4(1H,3H)-dione